O1N=C(C2=C1C=CC=C2)C2=C(C=CC=C2)[C@H](C(C(C)C)C2=NC=CC=C2)N[S@@](=O)C(C)(C)C (S)-N-{(1S)-1-[2-(Benzo[d]isoxazol-3-yl)phenyl]-3-methyl-2-(pyridin-2-yl)butyl}-2-methylpropane-2-sulfinamide